N1(CCOCC1)C(=O)C1=C(C#N)C=CC=C1 2-(morpholine-4-carbonyl)benzonitrile